Cl.C(N)(=N)C=1C=C(CNC(C(C)C)=O)C=CC1C(F)(F)F N-[3-carbamimidoyl-4-(trifluoromethyl)benzyl]isobutyramide hydrochloride